4-cyano-N-((1r,3r)-3-((5-(oxazol-2-yl)-1H-pyrrolo[2,3-b]pyridin-4-yl)amino)cyclobutyl)pyridine-2-sulfonamide C(#N)C1=CC(=NC=C1)S(=O)(=O)NC1CC(C1)NC1=C2C(=NC=C1C=1OC=CN1)NC=C2